NC1=C(C=CC(=C1)CC(=O)O)CCC(=O)O 2-amino-4-(carboxymethyl)benzenepropionic acid